N1=C(C=CC2=CC=CN=C12)/C=C/C1(CC1)CNC(OC(C)(C)C)=O tert-butyl (E)-((1-(2-(1,8-naphthyridin-2-yl)vinyl)cyclopropyl)methyl)carbamate